ClC1=CC=C2C(=CC=NC2=C1)NC12CC(C1)(C2)NC(OC(C)(C)C)=O tert-butyl {3-[(7-chloroquinolin-4-yl)amino]bicyclo[1.1.1]pentan-1-yl}carbamate